C(C)(=O)OCC=1NC(=C(C(C1C(=O)OCC)C1=C(C(=CC(=C1)F)F)C1C(C1)(F)F)C(=O)OC)CF 3-ethyl 5-methyl 2-(acetoxymethyl)-4-(2-(2,2-difluorocyclopropyl)-3,5-difluorophenyl)-6-(fluoromethyl)-1,4-dihydropyridine-3,5-dicarboxylate